FC(OC1=C(C=C(C(=O)NCC=2N=NN3C2C=CC=C3)C=C1)F)F 4-(difluoromethoxy)-3-fluoro-N-([1,2,3]triazolo[1,5-a]pyridin-3-ylmethyl)benzamide